BrC=1C=CC=2N(C1)C=NC2C2=NN=C(N2)C2CC2 3-[6-bromoimidazo[1,5-a]pyridin-1-yl]-5-cyclopropyl-4H-1,2,4-triazole